ClC1=C2C(=NC=3C=CC(=CC13)OC1=CC=C(C=C1)Cl)CCC2 9-chloro-7-(4-chlorophenoxy)-1H,2H,3H-cyclopenta[b]quinoline